1-(5-(2-((5,6-difluoro-2,3-dihydro-1H-inden-2-yl)amino)pyrimidin-5-yl)-1,3,4-oxadiazol-2-yl)pyrrolidine-3-carboxylic acid FC=1C=C2CC(CC2=CC1F)NC1=NC=C(C=N1)C1=NN=C(O1)N1CC(CC1)C(=O)O